furan-3-yl-diphenylmethylamine O1C=C(C=C1)NC(C1=CC=CC=C1)C1=CC=CC=C1